NC1=C(C=CC=C1)C1=CC(=CC=C1)F (R)-amino(3'-fluoro-[1,1'-biphenyl])